C(C)(C)(C)OC(=O)N1C[C@@H]([C@H](C1)C1=CC=C(C=C1)C(F)(F)F)C(=O)O (3R,4S)-1-(tert-butoxycarbonyl)-4-(4-trifluoromethylphenyl)-pyrrolidine-3-carboxylic acid